N-(3-(3-nitro-4-(1-oxo-1,2,3,4-tetrahydroisoquinolin-6-yl)-1H-pyrazol-1-yl)phenyl)methacrylamide [N+](=O)([O-])C1=NN(C=C1C=1C=C2CCNC(C2=CC1)=O)C=1C=C(C=CC1)NC(C(=C)C)=O